C(C)C1=C(C(=O)OC2=C(C(=C(C(=O)OCOC)C(=C2N2N=CC=C2)C)C)C)C(=CC(=C1C)O)C methoxymethyl 4-((2-ethyl-4-hydroxy-3,6-dimethylbenzoyl)oxy)-2,3,6-trimethyl-5-(1H-pyrazol-1-yl)benzoate